sodium [3-[4-(hydroxymethyl)pyrazol-1-yl]-7-oxo-1,6-diazabicyclo[3.2.1]oct-3-en-6-yl] sulfate S(=O)(=O)(ON1C2C=C(CN(C1=O)C2)N2N=CC(=C2)CO)[O-].[Na+]